COC.[Sn] tin dimethyl oxide